t-butyl-tin trilaurate C(CCCCCCCCCCC)(=O)[O-].C(CCCCCCCCCCC)(=O)[O-].C(CCCCCCCCCCC)(=O)[O-].C(C)(C)(C)[Sn+3]